C(C)OC1CN(C1)[C@@H]1[C@@H](CCCC1)NC=1C=C2CN(C(C2=CC1)=O)C1C(NC(CC1)=O)=O 3-(5-(((1R,2S)-2-(3-ethoxyazetidin-1-yl)cyclohexyl)amino)-1-oxoisoindolin-2-yl)piperidine-2,6-dione